CN1C(=NN=C1)CC1(COC1)C1=CC(=CC=C1)B1OC(C(O1)(C)C)(C)C 4-methyl-3-((3-(3-(4,4,5,5-tetramethyl-1,3,2-dioxaborolan-2-yl)phenyl)oxetan-3-yl)methyl)-4H-1,2,4-triazole